norbornyl-succinic acid dineopentyl ester C(C(C)(C)C)OC(C(CC(=O)OCC(C)(C)C)C12CCC(CC1)C2)=O